3-fluoro-N-(6-methyl-5-(7-(methylamino)-1,6-naphthyridin-3-yl)pyridin-3-yl)-4-(trifluoromethyl)picolinamide FC=1C(=NC=CC1C(F)(F)F)C(=O)NC=1C=NC(=C(C1)C=1C=NC2=CC(=NC=C2C1)NC)C